N=1C=C(N2N=CC=CC21)C#CC=2C=C(C(=O)N)C=CC2C 3-(imidazo[1,2-b]pyridazin-3-ylethynyl)-4-methyl-benzamide